4-(5-chloropyrimidin-2-ylamino)-3-fluorobenzoic acid ClC=1C=NC(=NC1)NC1=C(C=C(C(=O)O)C=C1)F